ClC1=CC=C(C=C1)C(NC(=O)[C@]1(CNC(O1)=O)C)C1=CC=C(C=C1)Cl |r| (R and S)-N-(bis(4-chlorophenyl)methyl)-5-methyl-2-oxooxazolidine-5-carboxamide